[4-[[3-(3-fluoro-4-methoxyphenyl)imidazo[1,2-a]pyrazin-8-yl]amino]-2-methylphenyl]-(4-pyrrolidin-3-ylpiperazin-1-yl)methanone FC=1C=C(C=CC1OC)C1=CN=C2N1C=CN=C2NC2=CC(=C(C=C2)C(=O)N2CCN(CC2)C2CNCC2)C